C(C)C1=CC=C(C=C1)N1C(C=CC1=O)=O 1-(4-ethylphenyl)-1H-pyrrole-2,5-dione